S1(NCCC1)(=O)=O ISOTHIAZOLIDIN-1,1-DIOXID